ethyl-N-ethyl-7-morpholino-5-(3-(m-tolyl)-1H-pyrazol-1-yl)pyrazolo[1,5-a]pyrimidine-2-carboxamide C(C)C=1C(=NN2C1N=C(C=C2N2CCOCC2)N2N=C(C=C2)C=2C=C(C=CC2)C)C(=O)NCC